6-fluoro-1H-pyrrolo[2,3-b]pyridine FC1=CC=C2C(=N1)NC=C2